C(C1=CC=CC=C1)[C@](C(=O)NC=1C=NC2=C(C=CC=C2C1C)F)(CC(C)C)C (2R)-2-benzyl-N-(8-fluoro-4-methyl-3-quinolinyl)-2,4-dimethyl-pentanamide